5-(Phenylamino)-2-(pyridin-2-yl)-4,5,6,7-tetrahydro-2H-indazol-3-ol C1(=CC=CC=C1)NC1CC2=C(N(N=C2CC1)C1=NC=CC=C1)O